The molecule is a N-acetylmuramic acid 6-phosphate. It derives from a N-acetyl-beta-D-muramic acid. It is a conjugate acid of a N-acetyl-beta-muramate 6-phosphate. C[C@H](C(=O)O)O[C@@H]1[C@H]([C@@H](O[C@@H]([C@H]1O)COP(=O)(O)O)O)NC(=O)C